NC1=C(SC2=NC(=CN=C21)C)C(=O)NC2C(C=1C=CC(=NC1CC2)N2CC(C(C2)OC)N)(F)F 7-amino-N-[2-(3-amino-4-methoxypyrrolidin-1-yl)-5,5-difluoro-5,6,7,8-tetrahydroquinolin-6-yl]-3-methylthieno[2,3-b]pyrazine-6-carboxamide